FC1=CC=C(C=C1)C=1C=C2C(=NC(=NC2=CC1)N(C)C)NC(C)C1=NC(=NO1)C 6-(4-fluorophenyl)-N2,N2-dimethyl-N4-(1-(3-methyl-1,2,4-oxadiazol-5-yl)ethyl)quinazoline-2,4-diamine